ClC1=C(C(=NC=C1C#N)C(=O)NC=1C=C2C(=NNC2=CC1)C)C 4-Chloro-5-cyano-3-methyl-N-(3-methyl-1H-indazol-5-yl)picolinamide